di-tert-butyl (2S,4S)-4-((tert-butyldimethylsilyl)oxy)pyrrolidine-1,2-dicarboxylate [Si](C)(C)(C(C)(C)C)O[C@H]1C[C@H](N(C1)C(=O)OC(C)(C)C)C(=O)OC(C)(C)C